CCCCCCCCCCCCCC(=O)OC[C@H](COP(=O)(O)OC[C@H](CO)O)OC(=O)CCCCCCCCCCCCC The molecule is a phosphatidylglycerol in which the phosphatidyl acyl groups are both tetradecanoyl (myristoyl). It is a conjugate acid of a ditetradecanoyl phosphatidylglycerol(1-).